N-(2,2-difluoroethyl)-6-fluoro-N-(3-fluoro-5-((1-methylcyclopropyl)ethynyl)phenyl)-1-methylpyrido[4,3-e][1,2,4]triazolo[4,3-a]pyrimidin-5-amine FC(CN(C1=NC=2N(C3=C1C(=CN=C3)F)C(=NN2)C)C2=CC(=CC(=C2)C#CC2(CC2)C)F)F